OCC(=O)NC=1C=C(C=CC1)C[C@H](C(=O)O)[C@@H]1CNCC1 (2S)-3-[3-[(2-Hydroxyacetyl)amino]phenyl]-2-[(3R)-pyrrolidin-3-yl]propanoic acid